FC=1CC2(CCN(CC2)C(=O)OC(C)(C)C)CCC1OS(=O)(=O)C(F)(F)F tert-butyl 8-fluoro-9-(((trifluoromethyl)sulfonyl)oxy)-3-azaspiro[5.5]undec-8-ene-3-carboxylate